NC1=NC=2C=CC(=CC2C2=C1COC2)C(=O)N(C)C2COC1=C2C=CC(=C1)Br 4-amino-N-(6-bromo-2,3-dihydrobenzofuran-3-yl)-N-methyl-1,3-dihydrofuro[3,4-c]quinoline-8-carboxamide